CCCCCCSC[C@@H](C(=O)NCC(=O)O)NC(=O)CC[C@@H](C(=O)O)N S-hexylglutathione